The molecule is an O-acylcarnitine having 15-carboxypentadecanoyl as the acyl substituent. It has a role as a metabolite. It derives from a hexadecanedioic acid. C[N+](C)(C)CC(CC(=O)[O-])OC(=O)CCCCCCCCCCCCCCC(=O)O